FC=1C(=C(C=C(C1)C1=NOC(=N1)N1CCN(CC1)C)NC(=O)C1=CN=C2N1C=CC=C2)C N-(3-fluoro-2-methyl-5-(5-(4-methylpiperazin-1-yl)-1,2,4-oxadiazol-3-yl)phenyl)imidazo[1,2-a]pyridine-3-carboxamide